N,N-dimethyl-2-pyrimidin-2-yl-4-(3,3,5,5-tetramethylcyclohexen-1-yl)-5-(trifluoromethyl)pyrazol-3-amine CN(C=1N(N=C(C1C1=CC(CC(C1)(C)C)(C)C)C(F)(F)F)C1=NC=CC=N1)C